5-chloro-3-fluoro-2-(((6-(piperidin-4-yl)pyridin-2-yl)oxy)methyl)pyridine hydrochloride Cl.ClC=1C=C(C(=NC1)COC1=NC(=CC=C1)C1CCNCC1)F